Cl.Cl.N[C@@H](C(=O)N[C@H](C(=O)NCC1=CC=C2C(=NC=NC2=C1)N)C)CCC1=CC=CC=C1 (R)-2-amino-N-((S)-1-(((4-aminoquinazolin-7-yl)methyl)amino)-1-oxopropan-2-yl)-4-phenylbutyramide dihydrochloride